5-bromo-4-(2,2-difluorocyclopropyl)-6-methoxy-pyrimidine BrC=1C(=NC=NC1OC)C1C(C1)(F)F